F[B-](F)(F)F.CC([SH+]C1=CC=CC=C1)C dimethyl-phenyl-methyl-sulfonium tetrafluoroborate